C(CCCCC(=O)OC)(=O)OC Hexanedioic acid, dimethyl ester